NC1CCC(CC1)NC1=NC=CC(=N1)C=1C(=NC=CC1)OC1=C(C=C(C=C1C)NS(=O)(=O)CC1=CC=CC=C1)F N-(4-((3-(2-(((1r,4r)-4-aminocyclohexyl)amino)pyrimidin-4-yl)pyridin-2-yl)oxy)-3-fluoro-5-methylphenyl)-1-phenylmethanesulfonamide